[Br-].FC(CC)([N+](CCC)(CCC)CC(=O)O)F difluorocarboxymethyl-tri-n-propyl-ammonium bromide